COC(=O)N1CC(C1)C1=NC(=NO1)C1=CC(=C(C(=C1)NC(=O)C1=CN=C2N1C=CC(=C2)C(F)(F)F)C)F 3-(3-(3-fluoro-4-methyl-5-(7-(trifluoromethyl)imidazo[1,2-a]pyridine-3-carboxamido)phenyl)-1,2,4-oxadiazol-5-yl)azetidine-1-carboxylic acid methyl ester